1-[3-(methoxymethyl)azetidin-1-yl]-2-{4-[(7-{8-methyl-1H,2H,3H-pyrido[2,3-b][1,4]oxazin-7-yl}-5H,6H,7H,8H-pyrido[3,4-d]pyrimidin-2-yl)amino]phenyl}ethan-1-one COCC1CN(C1)C(CC1=CC=C(C=C1)NC=1N=CC2=C(N1)CN(CC2)C2=C(C1=C(OCCN1)N=C2)C)=O